phosphorus-oxide [P]=O